5-chloro-N4-(2-(isopropylsulfonyl)phenyl)-N2-(1-(4-nitrobenzyl)-1H-pyrazol-4-yl)pyrimidine-2,4-diamine ClC=1C(=NC(=NC1)NC=1C=NN(C1)CC1=CC=C(C=C1)[N+](=O)[O-])NC1=C(C=CC=C1)S(=O)(=O)C(C)C